3,6,10,13,16,19-hexaazabicyclo[6.6.6]icosane C12CNCCNCC(CNCCNC1)CNCCNC2